(S)-2-((tert-butoxycarbonyl) amino)-ethyl cyclopropylcarbamate C1(CC1)NC(OCCNC(=O)OC(C)(C)C)=O